C1(CC1)C=1C=CC(=NC1)NC(=O)[C@@H]1N(CCCC1)CC1=NC=CC=C1C (R)-N-(5-cyclopropylpyridin-2-yl)-1-((3-methylpyridin-2-yl)methyl)piperidine-2-carboxamide